SC(C(=O)O)(S)S.C(O)C(CC)(CO)CO trimethylolpropane trimercaptoacetate